BrC=1C=C(NC1F)C(=O)C1=C(C(=CC(=C1)Cl)Cl)O (4-bromo-5-fluoro-1H-pyrrol-2-yl)(3,5-dichloro-2-hydroxyphenyl)methanone